4,7-di-tert-butyl-acenaphthoquinone tert-butyl-(4-(2-(4-(4-((2,6-dioxopiperidin-3-yl)(methyl)amino)-2-fluorophenyl)piperazin-1-yl)ethyl)piperidin-1-yl)carbamate C(C)(C)(C)N(C(O)=O)N1CCC(CC1)CCN1CCN(CC1)C1=C(C=C(C=C1)N(C)C1C(NC(CC1)=O)=O)F.C(C)(C)(C)C=1C=C2C(C(C=3C=C(C=C(C1)C32)C(C)(C)C)=O)=O